FC1=CC(=C(C=C1C=1C=NC(=CC1)N1C[C@H](O[C@H](C1)C)C)NC(=O)C1=CNC(C=C1C(F)(F)F)=O)N1C[C@H](N(CC1)C)C |r| N-[4-fluoro-5-[6-[rac-(2R,6S)-2,6-dimethylmorpholin-4-yl]pyridin-3-yl]-2-[rac-(3R)-3,4-dimethylpiperazin-1-yl]phenyl]-6-oxo-4-(trifluoromethyl)-1H-pyridine-3-carboxamide